C1(CC1)C=1C=C(OC=2C(=CC=3N(N2)C=NC3)C(=O)O)C=CC1 2-(3-cyclopropylphenoxy)imidazo[1,5-b]pyridazine-3-carboxylic acid